ClC1=C(C(=C2C(=NC=NC2=C1)NC1=C(C2=C(N=CS2)C=C1)F)F)F 7-chloro-5,6-difluoro-N-(7-fluoro-1,3-benzothiazol-6-yl)quinazolin-4-amine